N,N'-bis(3-aminopropyl)ethylenedi-amine NCCCNCCNCCCN